[C@H]1(C[C@@H](C=C1)O)O cis-4-cyclopentene-1,3-diol